(2E)-1-[2-(4-chlorophenyl)-3-(pyridin-4-yl)-6,7-dihydropyrazolo[1,5-a]pyrazin-5(4H)-yl]-4-[(2-hydroxyethyl)(methyl)amino]but-2-en-1-one ClC1=CC=C(C=C1)C1=NN2C(CN(CC2)C(\C=C\CN(C)CCO)=O)=C1C1=CC=NC=C1